COC1=CC=C(C=C1)N1C(NC2=CC(=CC=C2C1=O)N1CCNCC1)C1=CC=C(C#N)C=C1 4-(3-(4-methoxyphenyl)-4-oxo-7-(piperazin-1-yl)-1,2,3,4-tetrahydroquinazolin-2-yl)benzonitrile